CC1=C(C=CC=C1)[C+](C1=C(C=CC=C1)C)C1=C(C=CC=C1)C tris(methylphenyl)carbenium